potassium citrate sodium salt [Na+].C(CC(O)(C(=O)O)CC(=O)[O-])(=O)[O-].[K+]